C(C)C=1C(=C(C(=C2OC=3C(=C(C(=C(C3C(C12)(C(F)(F)F)C(F)(F)F)CC)C(=O)O)C(=O)O)CC)CC)C(=O)O)C(=O)O tetraethyl-9,9-bis(trifluoromethyl)-2,3,6,7-xanthenetetracarboxylic acid